2-[2,2-dimethyltetrahydropyran-4-yl]-6H-thieno[2,3-b]pyrrole-5-carboxylic acid CC1(OCCC(C1)C1=CC2=C(NC(=C2)C(=O)O)S1)C